F[C@@H]1C[C@H](N(C1)C(C)C)CO ((2S,4R)-4-fluoro-1-isopropylpyrrolidin-2-yl)methanol